5-(cyclopent-1-en-1-yl)-2-(6-(((1S,2S,3R,5R)-2-fluoro-8-azabicyclo[3.2.1]octan-3-yl)(methyl)amino)pyridazin-3-yl)phenol C1(=CCCC1)C=1C=CC(=C(C1)O)C=1N=NC(=CC1)N(C)[C@H]1[C@H]([C@@H]2CC[C@H](C1)N2)F